Benzyl N2-((benzyloxy)carbonyl)-N6-(4-(1-methyl-1H-pyrrol-2-yl)-2H-1,2,3-triazole-2-carbonyl)-L-lysinate C(C1=CC=CC=C1)OC(=O)N[C@@H](CCCCNC(=O)N1N=CC(=N1)C=1N(C=CC1)C)C(=O)OCC1=CC=CC=C1